Perfluoro octaneSulfonate C(CCCCCCC)S(=O)(=O)OF